(E)-3-(3-(2-cyclopropyl-6-(trifluoromethyl)pyridin-4-yl)-1H-1,2,4-triazol-1-yl)-2-(pyrimidin-5-yl)-N-(2,2,2-trifluoroethyl)acrylamide C1(CC1)C1=NC(=CC(=C1)C1=NN(C=N1)/C=C(/C(=O)NCC(F)(F)F)\C=1C=NC=NC1)C(F)(F)F